ethyl (R)-6-(2-((2-(4-chloro-3-fluorophenyl)-5-methyl-1H-imidazol-1-yl) methyl) phenoxy)-3-methylhexanoate ClC1=C(C=C(C=C1)C=1N(C(=CN1)C)CC1=C(OCCC[C@H](CC(=O)OCC)C)C=CC=C1)F